CN(C(OC1=CC=C2C(=C(C(OC2=C1)=O)CC1=C(C(=CC=C1)CO)F)CN(C)C)=O)C 4-((dimethylamino)methyl)-3-(2-fluoro-3-(hydroxymethyl)benzyl)-2-oxo-2H-chromen-7-yl dimethylcarbamate